3-((7-(5-Chloro-1-(((S)-morpholin-2-yl)methyl)-1H-benzo[d]imidazol-7-yl)thieno[3,2-b]pyridin-2-yl)methyl)-6,6-dimethyl-3-azabicyclo[3.1.0]hexane-2,4-dione trifluoroacetate FC(C(=O)O)(F)F.ClC1=CC2=C(N(C=N2)C[C@@H]2CNCCO2)C(=C1)C1=C2C(=NC=C1)C=C(S2)CN2C(C1C(C1C2=O)(C)C)=O